C1=CC=C2C(=C1)C(=C3C4=CC=CC=C4C(=O)C5=CC=CC=C53)C6=CC=CC=C6C2=O Dianthrone